C(C)(C)(C)OC(=O)N(C(OC(C)(C)C)=O)C[C@H](C)OC1=C(C(=C(C=C1)F)C#N)CN(CC)C(=O)OC(C)(C)C (S)-tert-butyl (tert-butoxycarbonyl)(2-(2-(((tert-butoxycarbonyl) (ethyl)amino) methyl)-3-cyano-4-fluorophenoxy)propyl)carbamate